tert-butyl 6-methoxy-3,4-dihydro-2H-quinoxaline-1-carboxylate COC=1C=C2NCCN(C2=CC1)C(=O)OC(C)(C)C